The molecule is a sesterterpenoid isolated from the marine sponge Aplysinopsis digitata that exhibits cytotoxicity against P388 mouse leukemia cells. It has a role as a metabolite and an antineoplastic agent. It is a sesterterpenoid, a butenolide, a primary alcohol and a secondary alcohol. CC1=C(C(CCC1)(C)C)CC/C(=C/CC/C(=C\\C=C\\C2=CC(=O)OC2O)/CO)/C